Cl.Cl.N1C(=NC2=C1C=C1C=CC=CC1=C2)CCN 2-(1H-naphtho[2,3-d]imidazol-2-yl)ethan-1-amine dihydrochloride